O1C=C(C2=C1C=CC=C2)CB2OC(C)(C)C(C)(C)O2 Benzofuran-3-ylmethyl-boronic acid pinacol ester